Sulphur ammonium salt [NH4+].[S+2]